COC1=C(C=C(C=N1)NC(=O)N1OCC[C@H]1C1=CC=CC=C1)C1=CC=C2C(=NNC2=C1)C(NC)=O (S)-N-(6-methoxy-5-(3-(methylcarbamoyl)-1H-indazol-6-yl)pyridin-3-yl)-3-phenylisoxazolidine-2-carboxamide